diphenyl-(5-(pyren-1-yl)pyridin-2-yl)phosphine oxide C1(=CC=CC=C1)P(C1=NC=C(C=C1)C1=CC=C2C=CC3=CC=CC4=CC=C1C2=C34)(C3=CC=CC=C3)=O